N-(2-Chloro-5-(4-oxo-3-phenyl-3,4-dihydrophthalazin-1-yl)phenyl)-N-(methylsulfonyl)methane-sulfonamide ClC1=C(C=C(C=C1)C1=NN(C(C2=CC=CC=C12)=O)C1=CC=CC=C1)N(S(=O)(=O)C)S(=O)(=O)C